C(=O)(OC(C)(C)C)N[C@@H]1CC[C@@H](N(C1)CC1=CC=CC=C1)C (2S,5R)-5-(N-Boc-amino)-2-methyl-1-benzylpiperidine